FC(S(=O)(=O)OC=1C=2N(C=C(C1)C=1C=NN(C1)C1CCC(CC1)N(C)C(=O)OC(C)(C)C)N=CC2C#N)(F)F [6-[1-[4-[tert-butoxycarbonyl(methyl)amino]cyclohexyl]pyrazol-4-yl]-3-cyano-pyrazolo[1,5-a]pyridin-4-yl] trifluoromethanesulfonate